(R)-2-(4-(trifluoromethyl)phenyl)oxirane FC(C1=CC=C(C=C1)[C@H]1OC1)(F)F